C(C)(C)(C)OC(=O)N[C@@H](C[C@H]1CC(N(C1=O)C(=O)OC(C)(C)C)(C)C)CO tert-butyl (S)-4-((S)-2-((tert-butoxycarbonyl)amino)-3-hydroxypropyl)-2,2-dimethyl-5-oxopyrrolidine-1-carboxylate